5-(3-propoxybenzoyl)amino-3-(1-azabicyclo[5.4.0]undec-3-en-4-yl)-benzothiophene C(CC)OC=1C=C(C(=O)NC=2C=CC3=C(C(=CS3)C3=CCN4CCCCC4CC3)C2)C=CC1